(2-Amino-5-chlorophenyl)(4-methoxyphenyl)methanone NC1=C(C=C(C=C1)Cl)C(=O)C1=CC=C(C=C1)OC